COC1=NC=NC(=C1O)C 4-methoxy-6-methyl-pyrimidin-5-ol